(S)-(1-(7-bromo-4-((1-phenyl-1H-imidazol-4-yl)amino)pyrrolo[2,1-f][1,2,4]triazin-2-yl)pyrrolidin-2-yl)methanol BrC1=CC=C2C(=NC(=NN21)N2[C@@H](CCC2)CO)NC=2N=CN(C2)C2=CC=CC=C2